diallylzinc C(C=C)[Zn]CC=C